[Cs].[Rb] rubidium-cesium salt